ClC=1C=C(C=CC1F)N1N=CC(=N1)C(=O)NC[C@]1(NC(NC1=O)=O)C=1SC=CN1 |r| rac-2-(3-chloro-4-fluorophenyl)-N-{[2,5-dioxo-4-(1,3-thiazol-2-yl)imidazolidin-4-yl]methyl}-2H-1,2,3-triazole-4-carboxamide